CN1C(C(=C(C=C1C)[O-])NC(N[C@@H](CC(=O)[O-])C=1C=C(C=CC1)C1=CC(=CC=C1)OC)=O)=O.[Na+].[Na+] Natrium (S)-3-(3-(1,6-Dimethyl-4-oxido-2-oxo-1,2-dihydropyridin-3-yl)ureido)-3-(3'-methoxybiphenyl-3-yl)propanoat